ClC=1C(=NC(=NC1)NC1=CC(=C(CN2CCC(CC2)(O)C=2C=C3CN(C(C3=CC2)=O)C2C(NC(CC2)=O)=O)C=C1OC)C)NC1=C(C=CC=C1)S(=O)(=O)C(C)C 3-(5-(1-(4-((5-Chloro-4-((2-(isopropylsulfonyl)phenyl)amino)pyrimidin-2-yl)amino)-5-methoxy-2-methylbenzyl)-4-hydroxypiperidin-4-yl)-1-oxoisoindolin-2-yl)piperidine-2,6-dione